4-(3-Chloro-2-fluoro-6-methoxyphenyl)-N-(4-(2-methoxyethyl)-5-oxo-4,5-dihydro-1,3,4-thiadiazol-2-yl)-6-methylnicotinamide ClC=1C(=C(C(=CC1)OC)C1=CC(=NC=C1C(=O)NC=1SC(N(N1)CCOC)=O)C)F